CN(C)CCCN1C2=C(C=CC3=C2C[C@@H](CO3)CN(C)C)N=C1N The molecule is an imidazochromene that is 1,7,8,9-tetrahydrochromeno[5,6-d]imidazol-2-amine bearing additional 3-(dimethylamino)propyl and (dimethylamino)methyl substituents at positions 1 and 8 respectively (the R-enantiomer). It is a tertiary amino compound and an imidazochromene.